FC=1C(=NC=CC1CC=1C=NC=C(C1C)C1=NC=CC=C1F)NS(NC)(=O)=O 3-fluoro-4-[[5-(3-fluoro-2-pyridinyl)-4-methyl-3-pyridinyl]methyl]-N-(methylsulfamoyl)pyridin-2-amine